4-((6-Bromo-9-methoxy-2,3-dihydro-1H-pyrrolo[1,2-b]indazol-8-yl)amino)-6-(cyclopropanecarboxamido)-N-methylnicotinamide BrC1=CC(=C(C2=C3N(N=C12)CCC3)OC)NC3=CC(=NC=C3C(=O)NC)NC(=O)C3CC3